(3R)-1-(7-(8-chloro-3-(methoxymethoxy)naphthalene-1-yl)-2,6,8-trifluoroquinazolin-4-yl)-3-methylpiperidin-3-ol ClC=1C=CC=C2C=C(C=C(C12)C1=C(C=C2C(=NC(=NC2=C1F)F)N1C[C@@](CCC1)(O)C)F)OCOC